(S)-4-(5-(3-((6-bromo-2-((S)-3-carboxybutanoyl)isoindolin-5-yl)oxy)propoxy)-6-methoxybenzo[b]thiophen-2-yl)-2-methyl-4-oxobutanoic acid BrC1=C(C=C2CN(CC2=C1)C(C[C@H](C)C(=O)O)=O)OCCCOC1=CC2=C(SC(=C2)C(C[C@@H](C(=O)O)C)=O)C=C1OC